5-bromo-1-isobutyl-2H-benzo[d][1,3]oxazine-2,4(1H)-dione BrC1=CC=CC=2N(C(OC(C21)=O)=O)CC(C)C